tert-butyl (8S,11S)-18-methyl-12-oxo-7-oxa-3,10,13,18,19-pentazapentacyclo[15.6.1.12,6.18,11.020,24]hexacosa-1(23),2(26),3,5,17(24),19,21-heptaene-10-carboxylate CN1C=2CCCNC([C@H]3N(C[C@@H](OC4=CC=NC(C5=CC=CC(=N1)C52)=C4)C3)C(=O)OC(C)(C)C)=O